diphenyl-3,4,9,10-perylenetetracarboxylic acid C1(=CC=CC=C1)C1=C(C=2C3=CC=C(C=4C(=CC=C(C5=CC=C(C(=C1C(=O)O)C52)C(=O)O)C43)C(=O)O)C(=O)O)C4=CC=CC=C4